CC1=CN=C2N1C=C(C=C2C(=O)OC)CNC2(CCC2)C methyl 3-methyl-6-(((1-methylcyclobutyl)amino)methyl)imidazo[1,2-a]pyridine-8-carboxylate